BrC=1C(=CC=C(N)C1)OC 5-bromo-4-methoxy-aniline